C(C1=CC=CC=C1)OC=1C=C(C=CC1)C(CO)C1CC1 2-(3-(benzyloxy)phenyl)-2-cyclopropylethan-1-ol